2-(4-oxo-2H-benzo[e][1,3]oxazin-3(4H)-yl)ethyl nitrate [N+](=O)(OCCN1COC2=C(C1=O)C=CC=C2)[O-]